COC(=O)C1=C(N=NC(=C1)Cl)N1CC(C1)CO 6-chloro-3-[3-(hydroxymethyl)azetidin-1-yl]pyridazine-4-carboxylic acid methyl ester